FC=1C=C(CN2CC(CCC2)C2=CC=NC=3N2N=C(C3CNCC3CCOCC3)C)C=CC1 1-(7-(1-(3-Fluorobenzyl)piperidin-3-yl)-2-methylpyrazolo[1,5-a]pyrimidin-3-yl)-N-((tetrahydro-2H-pyran-4-yl)methyl)methanamine